BrC1=NNC2=CC(=CC=C12)NC1=NC=C(C(=N1)NC)C(F)(F)F N2-(3-bromo-1H-indazol-6-yl)-N4-methyl-5-(trifluoromethyl)pyrimidine-2,4-diamine